silicon tetrahydroxysilicon O[Si](O)(O)O.[Si]